ClC=1C(=C(C(=C(C1)C(C)O)OC)C=1C=CC(=NC1)C(=O)N(C)C)C#N 5-[3-chloro-2-cyano-5-(1-hydroxyethyl)-6-methoxyphenyl]-N,N-dimethylpyridine-2-carboxamide